(2e)-pentadecenoic acid methyl ester COC(\C=C\CCCCCCCCCCCC)=O